OC(CCCC1CCN(CC1)C(=O)OC(C)(C)C)([2H])[2H] tert-butyl 4-[4-hydroxy(4,4-2H2)butyl]piperidine-1-carboxylate